C(C=C)OCCCCC1=CC=C(C=C1)CC=1C=C(C=CC1C)[C@H]1[C@@H]([C@H]([C@@H]([C@H](O1)C(=O)O)OCC1=CC=CC=C1)OCC1=CC=CC=C1)OCC1=CC=CC=C1 (2S,3S,4R,5S,6S)-6-[3-[[4-(4-allyloxybutyl)phenyl]methyl]-4-methyl-phenyl]-3,4,5-tribenzyloxy-tetrahydropyran-2-carboxylic acid